NC=1C2=C(N=CN1)N(C(=C2C2=NC=CC=N2)C2=CCC1(CCN(CC1)C(C=C)=O)CC2)CCO 1-(9-(4-amino-7-(2-hydroxyethyl)-5-(pyrimidin-2-yl)-7H-pyrrolo[2,3-d]pyrimidin-6-yl)-3-azaspiro[5.5]undec-8-en-3-yl)prop-2-en-1-one